C1(CCCC1)CN1C(=NC=2N(C(N(C(C12)=O)CC#C)=O)CCCCP(OCC)(OCC)=O)CCC1=CC=C(C=C1)C(C)C Diethyl (4-(7-(cyclopentylmethyl)-8-(4-isopropylphenethyl)-2,6-dioxo-1-(prop-2-yn-1-yl)-1,2,6,7-tetrahydro-3H-purin-3-yl)butyl)phosphonate